(5-(2,4,5-trifluoro-3-((methylsulfonyl)oxy)phenyl)-1,2,4-oxadiazol-3-yl)methyl methanesulfonate CS(=O)(=O)OCC1=NOC(=N1)C1=C(C(=C(C(=C1)F)F)OS(=O)(=O)C)F